COC(C1=CN=C(C(=C1)F)[N+](=O)[O-])=O 5-fluoro-6-nitronicotinic acid methyl ester